FC1=NC=CC(=N1)N1CCN(CC1)C(=O)C1=C(OC=2N=CN=C(C21)NC2(CC2)C)C 5-[4-(2-fluoropyrimidin-4-yl)piperazine-1-carbonyl]-6-methyl-N-(1-methylcyclopropyl)furo[2,3-d]pyrimidin-4-amine